5-bromo-4-(3,4-dichlorophenyl)-6-methyl-2-oxo-1H-pyridine-3-carboxylic acid BrC=1C(=C(C(NC1C)=O)C(=O)O)C1=CC(=C(C=C1)Cl)Cl